O1C=C(C=C1)C=1C2=C(N=CN1)N(C1=C2C=CS1)[C@H]1[C@H](O)[C@H](O)[C@H](O1)CO 4-(Furan-3-yl)-8-(β-D-ribofuranosyl)-8H-thieno[3',2':4,5]pyrrolo[2,3-d]pyrimidine